NC1=C2C(=NC=N1)N(N=C2C#CC=2C=C(C=CC2C)NC(=O)N2OCC[C@@H]2C2=CC(=CC=C2)F)C (R)-N-(3-((4-amino-1-methyl-1H-pyrazolo[3,4-d]pyrimidin-3-yl)ethynyl)-4-methylphenyl)-3-(3-fluorophenyl)isoxazolidin-2-carboxamide